1-(4-{2-[(2,3-dihydro-1H-inden-2-yl)amino]pyrimidin-5-yl}piperidin-1-yl)-3-{1H,4H,5H,6H,7H-[1,2,3]triazolo[4,5-c]pyridin-5-yl}propan-1-one C1C(CC2=CC=CC=C12)NC1=NC=C(C=N1)C1CCN(CC1)C(CCN1CC2=C(CC1)NN=N2)=O